C(C)(=O)NC=1C=C(C=CC1C(NC=1SC(=C(N1)C)[N+](=O)[O-])=O)NCCCNC(OC(C)(C)C)=O tert-butyl (3-((3-acetamido-4-((4-methyl-5-nitrothiazol-2-yl)carbamoyl)phenyl)amino)propyl)carbamate